((4,6-diethyl-2-oxo-1,2-dihydropyridin-3-yl)methyl)-5-nitrofuran-2-carboxamide C(C)C1=C(C(NC(=C1)CC)=O)CC1=C(OC(=C1)[N+](=O)[O-])C(=O)N